BrC1=CC2=C(C=C1OC)OCC1=C2N(N=C1C(=O)N1CCN(CCC1)C(=O)OC(C)(C)C)C=1SC=CC1 tert-butyl 4-(8-bromo-7-methoxy-1-(thiophen-2-yl)-1,4-dihydrochromeno[4,3-c]pyrazole-3-carbonyl)-1,4-diazepane-1-carboxylate